ClC=1C=CC(=NC1)NC([C@H](C)N1[C@@H]([C@H](CCC1)C1=CC=NN1)C)=O (S)-N-(5-chloropyridin-2-yl)-2-((2R,3S)-2-methyl-3-(1H-pyrazol-5-yl)piperidin-1-yl)propanamide